C(C=C)N1N(C2=NC(=NC=C2C1=O)NC=1C=C2C=NN(C2=CC1)C)C1=CC(=CC=C1)OC1CCNCC1 2-allyl-6-((1-methyl-1H-indazol-5-yl)amino)-1-(3-(piperidin-4-yloxy)phenyl)-1,2-dihydro-3H-pyrazolo[3,4-d]pyrimidin-3-one